NCCCNC(C(=O)NCCOCCNC(OC(C)(C)C)=O)CCCNCCCN tert-butyl (2-(2-(2,5-bis((3-aminopropyl)amino)pentanamido)ethoxy)ethyl)carbamate